BrC1=CC(=C(C=C1Br)Br)Br 1,3,4,6-tetrabromobenzene